C1(CC1)C1=NC=NC(=C1C1=NC(=C2NC=NC2=N1)NCC1=CC=C(C=C1)C=1N(C=C(N1)C(F)(F)F)C1COC1)OC 2-(4-cyclopropyl-6-methoxypyrimidin-5-yl)-N-(4-(1-(oxetan-3-yl)-4-(trifluoromethyl)-1H-imidazol-2-yl)benzyl)-7H-purin-6-amine